6-allyl-2-methyl-3,6-dihydro-4H-[1,4]oxazin C(C=C)C1CNCC(O1)C